3-fluoro-phenethylammonium FC=1C=C(CC[NH3+])C=CC1